4-bromo-N-(2-chloro-6-fluorophenyl)-3-fluoro-2-{[(2S)-1,1,1-trifluoropropan-2-yl]oxy}benzamide BrC1=C(C(=C(C(=O)NC2=C(C=CC=C2F)Cl)C=C1)O[C@H](C(F)(F)F)C)F